5-(1-methyl-1H-1,2,3-triazol-4-yl)-2-{3-[(3S)-3-(propan-2-yl)piperazin-1-yl]-1,2,4-triazin-6-yl}phenol dihydrochloride Cl.Cl.CN1N=NC(=C1)C=1C=CC(=C(C1)O)C1=CN=C(N=N1)N1C[C@@H](NCC1)C(C)C